5-icosyl-2-((1S,6R)-3-methyl-6-(prop-1-en-2-yl)cyclohex-2-enyl)benzene-1,3-diol C(CCCCCCCCCCCCCCCCCCC)C=1C=C(C(=C(C1)O)[C@H]1C=C(CC[C@H]1C(=C)C)C)O